3-(4-(ethylsulfonamido)-3-(4-fluorophenethoxy)phenyl)-5-(pyrazin-2-ylamino)-1-((2-(trimethylsilyl)ethoxy)methyl)-1H-pyrazole-4-carboxamide C(C)S(=O)(=O)NC1=C(C=C(C=C1)C1=NN(C(=C1C(=O)N)NC1=NC=CN=C1)COCC[Si](C)(C)C)OCCC1=CC=C(C=C1)F